2,6-difluoro-3-(N-(propylsulfonyl)propylsulfonylamino)benzoic acid methyl ester COC(C1=C(C(=CC=C1F)NS(=O)(=O)CCCS(=O)(=O)CCC)F)=O